(1S,4s)-4-((2'S,3S,4'S,5'R)-1-(4-(1H-tetrazol-5-yl)benzyl)-5-chloro-4'-(2-Chlorophenyl)-2'-neopentylspiro[indoline-3,3'-pyrrolidine]-5'-carboxamido)cyclohexane-1-carboxylic acid N1N=NN=C1C1=CC=C(CN2C[C@@]3([C@@H](N[C@H]([C@@H]3C3=C(C=CC=C3)Cl)C(=O)NC3CCC(CC3)C(=O)O)CC(C)(C)C)C3=CC(=CC=C23)Cl)C=C1